4-hydrazino-6-oxo-1,6-dihydropyridine-3-carboxylic acid N(N)C=1C(=CNC(C1)=O)C(=O)O